CC1([C@H]2CC=C([C@@H]1C2)CC(C#N)(C)C)C 3-[(1R,5S)-6,6-dimethylbicyclo[3.1.1]hept-2-en-2-yl]-2,2-dimethylpropionitrile